2-((2S)-1-acryloyl-4-(8-fluoro-2-((1-(pyrrolidin-1-ylmethyl)cyclopropyl)methoxy)-7-(1,1a,6,6a-tetrahydrocyclopropa[a]inden-5-yl)quinazolin-4-yl)piperazin-2-yl)acetonitrile C(C=C)(=O)N1[C@H](CN(CC1)C1=NC(=NC2=C(C(=CC=C12)C=1C=2CC3C(C2C=CC1)C3)F)OCC3(CC3)CN3CCCC3)CC#N